N-[3-[5-[1-(2-aminoethyl)pyrazol-4-yl]oxy-2-(difluoromethoxy)phenyl]-1-methyl-pyrazol-4-yl]pyrazolo[1,5-a]pyrimidine-3-carboxamide NCCN1N=CC(=C1)OC=1C=CC(=C(C1)C1=NN(C=C1NC(=O)C=1C=NN2C1N=CC=C2)C)OC(F)F